C(C1=CC=CC=C1)ON1[C@@H]2CC[C@H](N(C1=O)C2)C(=O)NO[C@H]2CN(CC2)C(=O)OC(C)(C)C tert-Butyl (3R)-3-[({[(2S,5R)-6-benzyloxy-7-oxo-1,6-diazabicyclo[3.2.1]oct-2-yl]carbonyl}amino)oxy]pyrrolidine-1-carboxylate